12,12,13,13,14,14,15,15,15-Nonafluoropentadecyl ((((2R,3S,5R)-5-(6-amino-2-fluoro-9H-purin-9-yl)-2-ethynyl-3-hydroxytetrahydrofuran-2-yl)methoxy)(phenoxy)phosphoryl)-L-phenylalaninate NC1=C2N=CN(C2=NC(=N1)F)[C@H]1C[C@@H]([C@@](O1)(C#C)COP(=O)(OC1=CC=CC=C1)N[C@@H](CC1=CC=CC=C1)C(=O)OCCCCCCCCCCCC(C(C(C(F)(F)F)(F)F)(F)F)(F)F)O